ClC=1C(=C2C(=NC1C)CN(C2)C(=O)[C@H]2CN(CC2)C=2N=NC(=CC2)C)C (3-chloro-2,4-dimethyl-5,7-dihydropyrrolo[3,4-b]pyridin-6-yl)-[(3R)-1-(6-methylpyridazin-3-yl)pyrrolidin-3-yl]methanone